ClC1=CC=C(C=N1)CN1CCN2C1=C(C(CC2OCCC)C)[N+](=O)[O-] 1-(6-chloro-3-pyridylmethyl)-1,2,3,5,6,7-hexahydro-7-methyl-8-nitro-5-propoxylimidazo[1,2-a]pyridine